4,7-bis(thiophen-2-yl)benzo-2,1,3-thiadiazol S1C(=CC=C1)C1=CC=C(C2=NSN=C21)C=2SC=CC2